C(C)N1CCN(CC1)C=1N=NC(=CN1)C1=C(C=C(C=C1)C=1C=C(C=2N(C1)C=C(N2)C)F)O 2-[3-(4-ethylpiperazin-1-yl)-1,2,4-triazin-6-yl]-5-(8-fluoro-2-methylimidazo[1,2-a]pyridin-6-yl)phenol